(E)-N-(2-(dimethylamino)ethyl)-2-(1-(pyridine-2-yl)ethylidene)hydrazine-1-carbothioamide CN(CCNC(=S)N/N=C(\C)/C1=NC=CC=C1)C